2-methyl-5-((3-(trifluoromethyl)-1-((2-(trimethylsilyl)ethoxy)methyl)-1H-pyrazol-4-yl)methoxy)benzofuran-3-carboxylic acid CC=1OC2=C(C1C(=O)O)C=C(C=C2)OCC=2C(=NN(C2)COCC[Si](C)(C)C)C(F)(F)F